NC=1C2=C(C(NN1)=O)N(N=C2C2=CC=C(CNC(C1=C(C=CC(=C1)F)OC)=O)C=C2)[C@H](C(F)(F)F)C (S)-N-(4-(4-amino-7-oxo-1-(1,1,1-trifluoropropan-2-yl)-6,7-dihydro-1H-pyrazolo[3,4-d]pyridazin-3-yl)benzyl)-5-fluoro-2-methoxybenzamide